NC1=C(C(=NN1CCC#N)C1=CC=C(C=C1)CNC(C1=C(C=CC=C1)OC)=O)C(=O)N 5-amino-1-(2-cyanoethyl)-3-[4-[[(2-methoxybenzoyl)amino]methyl]phenyl]pyrazole-4-carboxamide